ClC1=C(C=CC(=C1)C(F)(F)F)NC(CN1C(=C(C(N2N=C(N=C12)C1=CC=2C(=CON2)C=C1)=O)N1CCN(CC1)C(=O)C1=NC=NC(=C1O)C)CC)=O N-[2-chloro-4-(trifluoromethyl)phenyl][2-(2,1-benzisoxazol-6-yl)-6-ethyl-5-{4-[(5-hydroxy-6-methyl-4-pyrimidinyl)carbonyl]-1-piperazinyl}-4-oxo-1,3,3a,7-tetraaza-7-indenyl]acetamide